C(C)(C)(C)OC(NCC(=CF)CBr)=O (2-(bromomethyl)-3-fluoroallyl)carbamic acid tert-butyl ester